N-[(1R)-1-(5-methylpyrazin-2-yl)ethyl]-3-[5-(propan-2-yl)-1,3-thiazol-2-yl]-5-[(2S)-tetrahydrofuran-2-ylmethoxy]benzamide CC=1N=CC(=NC1)[C@@H](C)NC(C1=CC(=CC(=C1)OC[C@H]1OCCC1)C=1SC(=CN1)C(C)C)=O